5-(2-tert-butoxy-2-oxoethyl)-[1,2,4]triazolo[1,5-a]pyridin-8-yl 4-(hydrazinyl(imino)methyl)benzoate N(N)C(C1=CC=C(C(=O)OC=2C=3N(C(=CC2)CC(=O)OC(C)(C)C)N=CN3)C=C1)=N